COC=1N=CC(=NC1)S(=O)(=O)Cl 5-methoxypyrazine-2-sulfonyl chloride